tetramethyl-ammonium triazolate N1N=NC(=C1)C(=O)[O-].C[N+](C)(C)C